FC1=CC=C(OC2=CC=C(C=C2)C2=CC(=CC(=N2)C(=O)N)NCCN2CCOCC2)C=C1 6-(4-(4-fluorophenoxy)phenyl)-4-((2-morpholinoethyl)amino)picolinamide